C(C)(C)(C)OC(=O)N1CC(C(CC1)OCC1=CC=C(C=C1)C#N)(F)F 4-((4-Cyanobenzyl)oxy)-3,3-difluoropiperidine-1-carboxylic acid tert-butyl ester